methyl 3-((2-((S)-2,2-dicyclopropyl-1-(1-ethyl-1H-pyrazole-5-carboxamido)ethyl)imidazo[1,2-b]pyridazin-6-yl)methyl)-2-oxopiperidine-3-carboxylate C1(CC1)C([C@H](NC(=O)C1=CC=NN1CC)C=1N=C2N(N=C(C=C2)CC2(C(NCCC2)=O)C(=O)OC)C1)C1CC1